N(C1=CC=CC=C1)C1=CC=C(C=C1)NC1=NC(=NC(=N1)N)N (4-anilinophenyl)-1,3,5-triazine-2,4,6-triamine